C(C)(C)(C)OC(=O)N(C1=C2C(=NC(=N1)Cl)N(N=C2)[C@@H]2OC[C@@H]1[C@H]2OC(O1)(C)C)C1CCCC1 (3aR,4R,6R,6aR)-6-(4-((tert-butoxycarbonyl)(cyclopentyl)amino)-6-chloro-1H-pyrazolo[3,4-d]pyrimidin-1-yl)-2,2-dimethyltetrahydrofuro[3,4-d][1,3]dioxol